4'-Chloro-3'-fluoro-1,2,3,6-tetrahydro-[1,1'-biphenyl]-4-yl trifluoromethanesulfonate FC(S(=O)(=O)OC=1CCC(CC1)C1=CC(=C(C=C1)Cl)F)(F)F